C(C1=CC=CC=C1)N(CCO)C N-Benzyl-N-Methylethanolamin